4-[5-(aminomethyl)-6-chloropyridin-2-yl]-3-(2-methyl-5-pyridin-2-ylpyrazol-3-yl)oxybenzonitrile NCC=1C=CC(=NC1Cl)C1=C(C=C(C#N)C=C1)OC=1N(N=C(C1)C1=NC=CC=C1)C